C(C)(=O)O[C@H](COC1=CC=C(C=C1)C(C)(C)C1=CC(=C(C(=C1)Cl)OC[C@H](CS(=O)(=O)CC)OC(C)=O)Cl)CCl (R)-1-(4-(2-(4-((R)-2-acetoxy-3-(ethylsulfonyl)propoxy)-3,5-dichlorophenyl)propan-2-yl)phenoxy)-3-chloropropan-2-yl acetate